IC1=C(C=CC=C1OC)C1=C(C=C(C=C1C(C)C)C(C)C)C(C)C 2-iodo-2',4',6'-triisopropyl-3-methoxy-1,1'-biphenyl